5-phenyl-4,5-dihydroisoxazole C1(=CC=CC=C1)C1CC=NO1